3-oxo-2,3-dihydro-1H-spiro[isoquinoline-4,3'-pyrrolidine]-5-carboxamide O=C1NCC=2C=CC=C(C2C12CNCC2)C(=O)N